3-(benzo[d]thiazol-7-ylsulfonyl)-1-((1R,5S)-8-(3-fluoropyridin-4-yl)-3,8-diazabicyclo[3.2.1]octan-3-yl)propan-1-one S1C=NC2=C1C(=CC=C2)S(=O)(=O)CCC(=O)N2C[C@H]1CC[C@@H](C2)N1C1=C(C=NC=C1)F